N2-methyl-N2-{[3-(trifluoromethyl)phenyl]methyl}glycinamide CN(CC(=O)N)CC1=CC(=CC=C1)C(F)(F)F